FC(C=1C(=C(C=CC1)[C@@H](C)NC=1C2=C(N=C(N1)C)C=NC(=C2)N2CCC(CC2)C(=O)N)F)F 1-[4-({(1R)-1-[3-(difluoromethyl)-2-fluorophenyl]ethyl}amino)-2-methylpyrido[3,4-d]pyrimidin-6-yl]piperidine-4-carboxamide